NC=1N=CN(C(C1C(=O)NC=1C=NC=C(C1)[C@@H](COC)N)=O)C1=C(C=C(C=C1Cl)OC1CC1)Cl (S)-4-amino-N-(5-(1-amino-2-methoxyethyl)pyridin-3-yl)-1-(2,6-dichloro-4-cyclopropoxyphenyl)-6-oxo-1,6-dihydropyrimidine-5-carboxamide